N-ethylindole C(C)N1C=CC2=CC=CC=C12